ClC1=C(C=CC=C1F)[C@H]1N(CCC1)C=1C(=NC=CN1)C(=O)N[C@H](C)\C=C\S(=O)(=O)C1CC1 ((S)-2-(2-Chloro-3-fluorophenyl)pyrrolidin-1-yl)-N-((R,E)-4-(cyclopropylsulfonyl)but-3-en-2-yl)pyrazine-2-carboxamide